(S)-methyl (4-(2-(1-amino-2-phenylethyl)-1H-imidazol-5-yl)phenyl)carbamate dihydrochloride Cl.Cl.N[C@@H](CC1=CC=CC=C1)C=1NC(=CN1)C1=CC=C(C=C1)NC(OC)=O